NCCCCCCCCCN 1,9-Diaminononane